C(C1=CC=CC=C1)OC1=CC=C(C=C1)C[C@@H](C(=O)OC)NCC(=O)OC (s)-methyl 3-(4-(benzyloxy)phenyl)-2-((2-methoxy-2-oxoethyl) amino)propanoate